CC1CN(CC2=CC(=CC=C12)C(=O)OC)C(C(F)(F)F)=O methyl 4-methyl-2-(2,2,2-trifluoroacetyl)-1,2,3,4-tetrahydroisoquinoline-7-carboxylate